ethyl 4-[5-(tert-butoxycarbonylamino)-6-(4,4-dimethylcyclohexen-1-yl)-2-pyridyl]-2,6,6-trimethyltetrahydropyran-2-carboxylate C(C)(C)(C)OC(=O)NC=1C=CC(=NC1C1=CCC(CC1)(C)C)C1CC(OC(C1)(C)C)(C(=O)OCC)C